FC1=C(C(=C(C(=C1[B-](C1=C(C(=C(C(=C1F)F)F)F)F)(C1=C(C(=C(C(=C1F)F)F)F)F)C1=C(C(=C(C(=C1F)F)F)F)F)F)F)F)F.C[NH+](CCCCCCCCCCCC)CCCCCCCCCCCC methyldi(dodecyl)ammonium tetrakis(pentafluorophenyl)borate